N-(2-butyl-7-phenoxycarbonylthiazolo[4,5-c]quinolin-4-yl)benzamide C(CCC)C=1SC2=C(C(=NC=3C=C(C=CC23)C(=O)OC2=CC=CC=C2)NC(C2=CC=CC=C2)=O)N1